5-(bromomethyl)-4-fluorothiazole-2-carboxylic acid methyl ester COC(=O)C=1SC(=C(N1)F)CBr